The molecule is a proanthocyanidin consisting of two (-)-epicatechin and one (+)-catechin units joined in sequence by (4beta->8)- and (4beta->6)-linkages. It has a role as a metabolite. It is a hydroxyflavan, a proanthocyanidin and a polyphenol. It derives from a (-)-epicatechin and a (+)-catechin. C1[C@@H]([C@H](OC2=C1C(=C(C(=C2)O)[C@@H]3[C@H]([C@H](OC4=C(C(=CC(=C34)O)O)[C@@H]5[C@H]([C@H](OC6=CC(=CC(=C56)O)O)C7=CC(=C(C=C7)O)O)O)C8=CC(=C(C=C8)O)O)O)O)C9=CC(=C(C=C9)O)O)O